2,5-Dioxopyrrolidin-1-yl (S)-3-((tert-butoxycarbonyl)amino)-2-(2,5-dioxo-2,5-dihydro-1H-pyrrol-1-yl)propanoate C(C)(C)(C)OC(=O)NC[C@@H](C(=O)ON1C(CCC1=O)=O)N1C(C=CC1=O)=O